5-(propan-1-yn-1-yl)-1H-indazole-7-acetic acid methyl ester COC(CC=1C=C(C=C2C=NNC12)C#CC)=O